4-(2-(3,4-dimethoxyphenyl)-1-methyl-1H-benzo[d]imidazol-5-yl)piperidine-1-carboxylic acid tert-butyl ester C(C)(C)(C)OC(=O)N1CCC(CC1)C1=CC2=C(N(C(=N2)C2=CC(=C(C=C2)OC)OC)C)C=C1